C(CO)O rac-ethylene glycol